tert-butyl (S)-3-((R)-4-ethynyl-2,2-dimethyl-1,3-dioxolan-4-yl)-3-hydroxypropanoate C(#C)[C@]1(OC(OC1)(C)C)[C@H](CC(=O)OC(C)(C)C)O